(Z)-4-(1-(4-amino-2-fluorobut-2-en-1-yl)-2-(trifluoromethyl)-1H-benzo[d]imidazol-4-yl)-N,N-dimethylbenzenesulfonamide NC\C=C(\CN1C(=NC2=C1C=CC=C2C2=CC=C(C=C2)S(=O)(=O)N(C)C)C(F)(F)F)/F